(R)-2-decanamido-3-hydroxypropionic acid methyl ester COC([C@@H](CO)NC(CCCCCCCCC)=O)=O